C1(=CC=CC=C1)C=1N=C(N=NC1)N 5-phenyl-1,2,4-triazin-3-amine